hexahydropyridine-2-carboxylic acid N1C(CCCC1)C(=O)O